5-((6-bromo-3-isopropyl-3H-imidazo[4,5-c]pyridin-4-yl)amino)-N-ethyl-3,4-difluoro-2-methylbenzamide BrC1=CC2=C(C(=N1)NC=1C(=C(C(=C(C(=O)NCC)C1)C)F)F)N(C=N2)C(C)C